ClC1=C(C(=CC=C1Cl)F)C1(CNCC1)NC1=CC=C2C3(C(N(C2=C1)C)=O)CC3 6'-[3-(2,3-dichloro-6-fluorophenyl)-3-pyrrolidinylamino]-1'-methylspiro[cyclopropane-1,3'-indolin]-2'-one